ClC1=C(OCC2=NC=CC(=C2)CC2(CCN(CC2)C(=O)OC(C)(C)C)C)C=CC(=C1)Cl tert-Butyl 4-((2-((2,4-dichlorophenoxy)methyl)pyridin-4-yl)methyl)-4-methylpiperidine-1-carboxylate